ClC=1C(=NC(=NC1)NC1CCOCC1)C1=CC=C2CN(C(C2=C1)=O)CC(=O)N[C@H](CO)C1CCCCC1 2-(6-{5-chloro-2-[(oxan-4-yl)amino]pyrimidin-4-yl}-1-oxo-2,3-dihydro-1H-isoindol-2-yl)-N-[(1S)-1-cyclohexyl-2-hydroxyethyl]-acetamide